(2R)-2-[4-(2-methylpropyl)phenyl]-N-methylsulfonylpropanamide CC(CC1=CC=C(C=C1)[C@H](C(=O)NS(=O)(=O)C)C)C